C(#N)C1=CNC2=C(C=CC(=C12)F)NS(=O)(=O)C=1C=NN(C1)CC N-(3-Cyano-4-fluoro-1H-indol-7-yl)-1-ethyl-pyrazol-4-sulfonamid